1-(6-((4-(2-amino-7-bromothieno[3,2-d]pyrimidin-4-yl)-1H-1,2,3-triazol-1-yl)methyl)pyridin-2-yl)-4-methylpiperidin-4-ol NC=1N=C(C2=C(N1)C(=CS2)Br)C=2N=NN(C2)CC2=CC=CC(=N2)N2CCC(CC2)(O)C